2-[(5-FORMYLFURAN-2-YL)(METHYL)AMINO]-N-METHYLACETAMIDE C(=O)C1=CC=C(O1)N(CC(=O)NC)C